ClC1=NC=C(C(=C1)N1CCC(CC1)C(F)(F)F)C=1C=NN(C1)C1CCOCC1 2-chloro-5-(1-(tetrahydro-2H-pyran-4-yl)-1H-pyrazol-4-yl)-4-(4-(trifluoromethyl)piperidin-1-yl)pyridine